potassium (7α-17β)-7-[9-[(4,4,5,5,5-pentafluoropentyl)sulfinyl]nonyl]-estra-1,3,5(10)-trien-17-ol FC(CCCS(=O)CCCCCCCCC[C@H]1[C@H]2[C@@H]3CC[C@@H]([C@@]3(C)CC[C@@H]2C=2C=CC=CC2C1)O)(C(F)(F)F)F.[K]